NC1=C2N=CN(C2=NC=N1)C[C@@H](C)OCP(OCCOCCCCCCCCCCCC#CC1=C(C=CC=C1)F)(O)=O 2-((13-(2-fluorophenyl)tridec-12-yn-1-yl)oxy)ethyl hydrogen ((((R)-1-(6-amino-9H-purin-9-yl)propan-2-yl)oxy)methyl)phosphonate